FC1(CNCCC1C1=C(C=C2C(=NN(C2=C1)C)C1CNCCC1)F)F 3-[6-(3,3-difluoro-4-piperidyl)-5-fluoro-1-methyl-indazol-3-yl]piperidine